1-(2-Methoxy-ethyl)-1H-[1,2,3]triazole COCCN1N=NC=C1